methyl-(2R)-4-(tert-butoxy)-2-({[(9H-fluoren-9-yl)methoxy]carbonyl}(methyl)amino)-4-oxobutanoic acid C[C@](C(=O)O)(CC(=O)OC(C)(C)C)N(C)C(=O)OCC1C2=CC=CC=C2C=2C=CC=CC12